N1=CC(=CC=C1)B(O)O 3-pyridinylboronic acid